2-(((R)-2-((4-chloro-2-fluorobenzyl)oxy)-6a,7,9,10-tetrahydropyrazino[1,2-d]pyrido[3,2-b][1,4]oxazin-8(6H)-yl)methyl)-1-(((S)-oxetan-2-yl)methyl)-1H-benzo[d]imidazole-6-carboxylic acid ClC1=CC(=C(COC=2C=CC=3OC[C@@H]4N(C3N2)CCN(C4)CC4=NC2=C(N4C[C@H]4OCC4)C=C(C=C2)C(=O)O)C=C1)F